N[C@H]1CC[C@H](CC1)CO cis-4-aminocyclohexylmethanol